C(C=C)(=O)N[C@@H]1[C@@H](CCC1)NC(=O)C=1SC=2N=CC=C3N(C(NC1C23)=O)C=2C=NC(=NC2)OC2=CC=CC=C2 N-((1R,2S)-2-Acrylamidocyclopentyl)-4-oxo-5-(2-phenoxypyrimidin-5-yl)-4,5-dihydro-3H-1-thia-3,5,8-triazaacenaphthylene-2-carboxamide